C1(=CC=C(C=C1)CN1N=CC2=CC(=CC(=C12)C(=O)N[C@@H](C)C1=CC=C(C(=O)O)C=C1)C1=CC=CC=C1)C1=CC=CC=C1 (S)-4-(1-(1-([1,1'-biphenyl]-4-ylmethyl)-5-phenyl-1H-indazole-7-carboxamido)ethyl)benzoic acid